tert-butyl 2-((2'-(5-(1,3-dioxoisoindolin-2-yl)pent-1-yn-1-yl)-3',5'-difluoro-[1,1'-biphenyl]-3-yl)methyl)-3-(ethylsulfonamido)pyrrolidine-1-carboxylate O=C1N(C(C2=CC=CC=C12)=O)CCCC#CC1=C(C=C(C=C1F)F)C1=CC(=CC=C1)CC1N(CCC1NS(=O)(=O)CC)C(=O)OC(C)(C)C